COC1=C2C(=NN(C2=CC=C1)COCC[Si](C)(C)C)C=O 4-methoxy-1-((2-(trimethylsilyl)ethoxy)methyl)-1H-indazole-3-carbaldehyde